Cl.C(C)C1N=C2C=3NC(=NC3N(C(N2C1)=O)C)C1=C(C(=CC(=C1)Cl)Cl)Cl 8-ethyl-1,4,7,8-tetrahydro-4-methyl-2-(2,3,5-trichlorophenyl)-5H-imidazo[2,1-i]Purine-5-one monohydrochloride